C(CCC)C1=C(C=C(C=C1)C)N1C(SCC1=O)=N 3-(2-butyl-5-methylphenyl)-2-iminothiazolidin-4-one